N-(4-aminopyridin-2-yl)-N-(3,5-difluoro-4-methoxyphenyl)acetamide NC1=CC(=NC=C1)N(C(C)=O)C1=CC(=C(C(=C1)F)OC)F